2-[(5-bromo-4-methylpyridin-3-yl)oxy]-5-chloro-3-fluoropyridine BrC=1C(=C(C=NC1)OC1=NC=C(C=C1F)Cl)C